FC(CO)(F)C=1C=C(C=CC1)[C@@H](C)NC1=C2C(=NC(=N1)C)N(C(N(C2)C2CCOCC2)=O)C (R)-5-((1-(3-(1,1-difluoro-2-hydroxyethyl)phenyl)ethyl)amino)-1,7-dimethyl-3-(tetrahydro-2H-pyran-4-yl)-3,4-dihydropyrimido[4,5-d]pyrimidin-2(1H)-one